2,4,6-tris(4-aminophenyl)triazine NC1=CC=C(C=C1)N1NC(=CC(=N1)C1=CC=C(C=C1)N)C1=CC=C(C=C1)N